N-(4-((2-(1,1-difluoroethyl)-6-methylpyrimidin-4-yl)amino)-5-(2-(4-methylpiperazin-1-yl)thiazol-4-yl)pyridin-2-yl)acetamide FC(C)(F)C1=NC(=CC(=N1)NC1=CC(=NC=C1C=1N=C(SC1)N1CCN(CC1)C)NC(C)=O)C